(12aR)-9-bromo-8,10-dichloro-1,2,3,4,12,12a-hexahydro-6H-pyrazino[2,1-C][1,4]benzoxazepin-6-one BrC1=C(C2=C(C(N3[C@@H](CO2)CNCC3)=O)C=C1Cl)Cl